difluoromono-chloropyrimidine FC1=CC(=NC(=N1)Cl)F